CS(=O)(=O)C1=CC=C(C=C1)C1=CC=C(C=C1)ON1N=NC(=C1)C(=O)O ((4'-(methylsulfonyl)-[1,1'-biphenyl]-4-yl)oxy)-1H-1,2,3-triazole-4-carboxylic acid